[Si](C)(C)(C(C)(C)C)OCC1=CC=2N=C(N=CC2S1)N[C@@H]1C[C@H](CC1)NC1=CC=C(C=N1)N1C(C=CC=C1)=O 6'-(((1S,3S)-3-((6-(((tert-butyldimethylsilyl)oxy)methyl)thieno[3,2-d]pyrimidin-2-yl)amino)cyclopentyl)amino)-2H-[1,3'-bipyridin]-2-one